C1(CCC1)C(C(=O)OC(NC1=NN(C=C1CN)C(N(C)C)=O)=O)C ((4-(aminomethyl)-1-(dimethylcarbamoyl)-1H-pyrazol-3-yl) carbamoyl) cyclobutylpropionate